N-(1-hydroxy-2,2,6,6-tetramethyl-piperidin-4-yl)-epsilon-caprolactam ON1C(CC(CC1(C)C)N1C(CCCCC1)=O)(C)C